COC1=NC=2N(C=C1NC(=O)N1CCC=3C1=NC=CC3N3CCN(C1(CC1)C3)C(=O)OC(C)(C)C)C=C(N2)C tert-butyl 7-(1-((7-methoxy-2-methylimidazo[1,2-a]pyrimidin-6-yl)carbamoyl)-2,3-dihydro-1H-pyrrolo[2,3-b]pyridin-4-yl)-4,7-diazaspiro[2.5]octane-4-carboxylate